2-((trimethylsilyloxy)propan-2-yl)cyclobutan-1-one C[Si](OCC(C)C1C(CC1)=O)(C)C